spiro[5.6]dodecane C1CCCCC12CCCCCC2